C(C)N(C(COC1=CC=C(C=C1)C)=O)CC=1SC(=CC1)C N-ethyl-N-((5-methylthiophene-2-yl)methyl)-2-(p-tolyloxy)acetamide